Cl.N[C@@H](C(=O)N[C@@H](CCCC1=CC=CC=C1)B1OC(C(O1)(C)C)(C)C)CC(=O)N1CCOCC1 (R)-2-amino-4-morpholino-4-oxo-N-((R)-4-phenyl-1-(4,4,5,5-tetramethyl-1,3,2-dioxaborolan-2-yl)butyl)butanamide hydrochloride